C(C)(C)(C)OC(=O)N1C(CNCC1)C=1C=NN2C1C=CC(=C2)C=2C=NN(C2)CCCN2CCOCC2 (6-(1-(3-morpholinopropyl)-1H-pyrazol-4-yl)pyrazolo[1,5-a]pyridin-3-yl)piperazine-1-carboxylic acid tert-butyl ester